ClC1=C(C(=O)NCCNC(=O)[C@H]2[C@@H](CNCC2)O)C=CC(=C1)NC(=O)C=1N(C(=CN1)C1=C(C(=C(C=C1)OCC#N)F)F)C (3S,4R)-N-[2-[[2-chloro-4-[[5-[4-(cyanomethoxy)-2,3-difluoro-phenyl]-1-methylimidazole-2-carbonyl]amino]benzoyl]amino]ethyl]-3-hydroxy-piperidine-4-carboxamide